tert-Butyl 4-(4-(2-chloro-5-cyano-3-((8-cyano-4-(cyclopropylamino) pyrazolo[1,5-a][1,3,5]triazin-2-yl)amino)phenyl)piperazin-1-yl)piperidine-1-carboxylate ClC1=C(C=C(C=C1NC1=NC=2N(C(=N1)NC1CC1)N=CC2C#N)C#N)N2CCN(CC2)C2CCN(CC2)C(=O)OC(C)(C)C